(1R,4R)-4-(3-Chloroanilino)-2'-[(2R)-3-hydroxy-2-methylpropyl]-2',3'-dihydrospiro[cyclohexane-1,1'-indene]-4-carboxylic acid methyl ester COC(=O)C1(CCC2(C(CC3=CC=CC=C23)C[C@H](CO)C)CC1)NC1=CC(=CC=C1)Cl